ClC1=C(C(=C(C=C1)O)I)O 4-chloro-2-iodobenzene-1,3-diol